ClC1=CC(=C(C=C1)COC1=NC(=CC=C1)C1(CCNCC1)F)F 2-(4-chloro-2-fluorophenylmethoxy)-6-(4-fluoropiperidin-4-yl)pyridine